Dibenzofuran boronate B(O)O.C1=CC=CC=2OC3=C(C21)C=CC=C3